β-(aminoethyl)γ-aminopropyltrimethoxysilane NCCC(C[Si](OC)(OC)OC)CN